CN1CCCC(C1)C 1,5-dimethylpiperidin